(S)-2-amino-3-hydroxypropionamide-HCl Cl.N[C@H](C(=O)N)CO